FC1(CCN(CC1)C(=O)C=1C=NC2=C(C=CC=C2C1)C1=CC=C2C(N(C3(C2=C1)CC3)C)=O)F 6'-(3-(4,4-difluoropiperidine-1-carbonyl)quinolin-8-yl)-2'-methyl-spiro[cyclopropane-1,1'-isoindoline]-3'-one